C1(=CC=C(C=C1)C(C1=CC(=CC=C1)NC(=O)C1=CC(=NN1C1=CC(=CC=C1)CNC(=O)OC(C)(C)C)C(F)(F)F)N(C(OC(C)(C)C)=O)CC1CC1)C1=CC=CC=C1 tert-butyl ([1,1'-biphenyl]-4-yl(3-(1-(3-(((tert-butoxycarbonyl)amino)methyl)phenyl)-3-(trifluoromethyl)-1H-pyrazole-5-carboxamido)phenyl)methyl)(cyclopropylmethyl)carbamate